C(C)(C)=C1CC(=C(C=C1)O)C(C)(C)C1=C(C=CC=C1)O 4'-isopropylidene(isopropylidene)diphenol